C(C)(C)C=1C=NN2C1N=C(C=C2NCC=2C=NC1=CC=CC=C1C2)NC[C@@H]2[C@H](CNCC2)O (3R,4R)-4-(((3-isopropyl-7-((quinolin-3-ylmethyl)amino)pyrazolo[1,5-a]pyrimidin-5-yl)amino)methyl)piperidin-3-ol